C(C)NC(C(=O)N1CC2(CC2)C[C@H]1C(=O)N[C@@H](C[C@H]1C(NCC1)=O)C(COC(F)(F)F)=O)=O (S)-5-(2-(ethylamino)-2-oxoacetyl)-N-((S)-3-oxo-1-((S)-2-oxopyrrolidin-3-yl)-4-(trifluoromethoxy)butan-2-yl)-5-azaspiro[2.4]heptane-6-carboxamide